O.[Ru](I)(I)I ruthenium(III) iodide hydrate